CNC(=O)C1=NSC=C1 N-methylisothiazole-3-carboxamide